1-[6-(2,6-diazaspiro[3.3]heptan-2-yl)-7-fluoro-1-methyl-indazol-3-yl]hexahydropyrimidine-2,4-dione C1N(CC12CNC2)C2=CC=C1C(=NN(C1=C2F)C)N2C(NC(CC2)=O)=O